(cis)-3-{6-bromo-2-methylimidazo[4,5-b]pyridin-3-yl}-1-methylcyclobutan-1-ol BrC=1C=C2C(=NC1)N(C(=N2)C)C2CC(C2)(O)C